5-chloro-3-cyclopropyl-N-((5-methoxyimidazo[1,2-a]pyridin-2-yl)methyl)pyrazolo[1,5-a]pyrimidin-7-amine ClC1=NC=2N(C(=C1)NCC=1N=C3N(C(=CC=C3)OC)C1)N=CC2C2CC2